OC[C@H]1N(CCC1)CCNC(OC(C)(C)C)=O tert-butyl N-[2-[(2S)-2-(hydroxymethyl)pyrrolidin-1-yl]ethyl]carbamate